1-{4-[7-methoxy-2-methyl-4-({(1R)-1-[2-methyl-3-(trifluoromethyl)-phenyl]ethyl}amino)pyrido[2,3-d]pyrimidin-6-yl]-3,6-dihydropyridin-1(2H)-yl}ethan-1-one COC=1C(=CC2=C(N=C(N=C2N[C@H](C)C2=C(C(=CC=C2)C(F)(F)F)C)C)N1)C=1CCN(CC1)C(C)=O